OC1CCC(CC1)N1C(C2=CC=CC=C2C1=O)=O 2-(4-Hydroxycyclohexyl)isoindoline-1,3-dione